C1(=CC=CC=C1)[C@H](C(=O)O)C |r| rac-2-Phenylpropanoic acid